C(#N)C1(CC1)NS(=O)(=O)C1=CC=C(C=C1)[N+](=O)[O-] N-(1-cyanocyclopropyl)-4-nitrobenzenesulfonamide